methoxy-N,N-dimethylpyrrolidine-3-carboxamide CON1CC(CC1)C(=O)N(C)C